7-fluoro-2-(4-(piperidin-1-yl)styryl)benzo[d]thiazole FC1=CC=CC=2N=C(SC21)C=CC2=CC=C(C=C2)N2CCCCC2